4-((3-acetyl-4-hydroxyphenoxy)methyl)-3-nitro-benzoic acid C(C)(=O)C=1C=C(OCC2=C(C=C(C(=O)O)C=C2)[N+](=O)[O-])C=CC1O